tetradecyl-N-ethyl-butandiamid C(CCCCCCCCCCCCC)C(C(=O)NCC)CC(=O)N